ClC1=CC=C(CC2C(N(CC2)C2=CC(=C(C=C2)C2=CC=NC=C2)C)=O)C=C1 3-(4-chlorobenzyl)-1-(3-methyl-4-(pyridin-4-yl)phenyl)pyrrolidin-2-one